(((cis)-4-isopropylpyrrolidin-3-yl)amino)-1-(benzenesulfonyl)-1H-pyrrolo[2,3-b]pyridine-5-carbonitrile C(C)(C)[C@@H]1[C@@H](CNC1)NC1=CC=2C(=NC=C(C2)C#N)N1S(=O)(=O)C1=CC=CC=C1